3-(3-(benzyloxy)-2,4-difluoro-5-(trifluoromethyl)phenyl)-N,1-dimethyl-N-((1-phenylpiperidin-2-yl)methyl)-1H-pyrazolo[3,4-d]pyrimidin-6-amine C(C1=CC=CC=C1)OC=1C(=C(C=C(C1F)C(F)(F)F)C1=NN(C2=NC(=NC=C21)N(CC2N(CCCC2)C2=CC=CC=C2)C)C)F